FC1=C(C=CC=C1)S(=O)(=O)NC1=NOC2=C1C(=CC(=C2)CN2N=C(C=C2)CNC(OC(C)(C)C)=O)OC tert-butyl ((1-((3-((2-fluorophenyl) sulfonamido)-4-methoxybenzo[d]isoxazol-6-yl)methyl)-1H-pyrazol-3-yl)methyl)carbamate